C(C=C)(=O)OCCNC(N(CCO)C(C)(C)C)=O 2-[[t-butyl(2-hydroxyethyl)carbamoyl]amino]ethyl prop-2-enoate